methyl (3S)-2-amino-3,4-bis(benzyloxy)butanoate NC(C(=O)OC)[C@@H](COCC1=CC=CC=C1)OCC1=CC=CC=C1